methyl octenoate C(C=CCCCCC)(=O)OC